CC(C)(COP(=O)(O)O)[C@H](C(=O)NCCC(=O)O)O (R)-4'-Phosphopantothenate